4-(4-(3-acrylamidoazepan-1-yl)-8-fluoro-2-(((2S,4R)-4-fluoro-1,2-dimethylpyrrolidin-2-yl)methoxy)pyrido[4,3-d]pyrimidin-7-yl)-5-ethynyl-6-fluoronaphthalen-2-yl isobutyrate C(C(C)C)(=O)OC1=CC2=CC=C(C(=C2C(=C1)C1=C(C=2N=C(N=C(C2C=N1)N1CC(CCCC1)NC(C=C)=O)OC[C@]1(N(C[C@@H](C1)F)C)C)F)C#C)F